2-([5-(3-aminophenyl)-1-[(2-chlorophenyl)methyl]-1H-pyrazol-3-yl]methoxy)-2-methylpropanoic acid methyl ester COC(C(C)(C)OCC1=NN(C(=C1)C1=CC(=CC=C1)N)CC1=C(C=CC=C1)Cl)=O